O[C@H]1[C@@H](N(C1)C=1N=C(C2=C(N1)CCC2)C=2C=C1CN(C(C1=CC2)=O)C)C 5-[2-[(2S,3R)-3-hydroxy-2-methyl-azetidin-1-yl]-6,7-dihydro-5H-cyclopenta[d]pyrimidin-4-yl]-2-methyl-isoindolin-1-one